O=C1NC(CC[C@H]1NC(=O)N1CCCC2=CC=CC=C12)=O (R)-N-(2,6-dioxopiperidin-3-yl)-3,4-dihydroquinoline-1(2H)-carboxamide